2-(2,4-difluorophenyl)-2-(piperidin-4-ylidene)acetonitrile hydrochloride Cl.FC1=C(C=CC(=C1)F)C(C#N)=C1CCNCC1